O1C(=CC=C1)C(CNC1=CC(=NC=2N1N=C(C2C)C)C)N2CCCC2 N-[2-(2-furanyl)-2-(1-pyrrolidinyl)ethyl]-2,3,5-trimethylpyrazolo[1,5-a]pyrimidin-7-amine